4-benzylamino-3-methyl-3,6-dihydro-2H-pyridine-1,3-dicarboxylic acid 1-tert-butyl ester 3-methyl ester COC(=O)C1(CN(CC=C1NCC1=CC=CC=C1)C(=O)OC(C)(C)C)C